4-(4-fluorophenyl)-5-(4-methylquinolin-6-yl)pyrimidin-2-amine FC1=CC=C(C=C1)C1=NC(=NC=C1C=1C=C2C(=CC=NC2=CC1)C)N